ClC1=C(C=C(C=C1)F)C1(NC(C2=C3C(=CC(=C12)NC(C1=CC(=CC(=C1)C(F)(F)F)F)=O)NS(CO3)(=O)=O)=O)O N-(7-(2-chloro-5-fluorophenyl)-7-hydroxy-3,3-dioxo-9-oxo-4,7,8,9-tetrahydro-2H-[1,3,4]oxathiazino[6,5-e]isoindol-6-yl)-3-fluoro-5-(trifluoromethyl)benzamide